NC[C@H](C1=CC(=CC=C1)Cl)NC(=O)C=1N=CN(C1)C1=NC(=NC=C1C)NC1CC=CCC1 N-((S)-2-amino-1-(3-chlorophenyl)-ethyl)-1-(2-(cyclohex-3-en-1-ylamino)-5-methyl-pyrimidin-4-yl)-1H-imidazole-4-carboxamide